C(C)(C)(C)NC(=O)C1=NC(=CC=C1)NC1=CC(=NC(=C1)F)F N-tert-butyl-6-[(2,6-difluoro-4-pyridinyl)amino]pyridine-2-carboxamide